3-styrylnaphthalene C(=CC1=CC=CC=C1)C=1C=CC2=CC=CC=C2C1